BrC1=CC2=C(NC(C3N(C2=O)CCN(C3)C(COC3=CC2=C(OC(O2)(F)F)C=C3)=O)=O)C=C1 8-bromo-2-(2-((2,2-difluorobenzo[d][1,3]dioxol-5-yl)oxy)acetyl)-1,3,4,12a-tetrahydrobenzo[e]pyrazino[1,2-a][1,4]diazepine-6,12(2H,11H)-dione